1-(4-methoxyphenyl)-3-nitro-pyrazole COC1=CC=C(C=C1)N1N=C(C=C1)[N+](=O)[O-]